N1C(=O)NC2N=C(N=C2C1=O)O Dihydroxanthinol